C1(CC1)C1=NOC(=N1)C(N1C[C@@H](N(C[C@H]1C)C1=CC(N(C=2C=CC(=NC12)C#N)C)=O)C)C1=CC=C(C=C1)F 8-((2S,5r)-4-((3-cyclopropyl-1,2,4-oxadiazol-5-yl)(4-fluorophenyl)methyl)-2,5-dimethylpiperazin-1-yl)-5-methyl-6-oxo-5,6-dihydro-1,5-naphthyridine-2-carbonitrile